C(CCCCCCCCCCC)[N+](C)(C)[O-] N-lauryl-(dimethyl)-amine oxide